4-(1-methyl-1H-pyrazol-4-yl)-1-{[(2S)-5-oxopyrrolidin-2-yl]methoxy}-7-(propan-2-yloxy)isoquinoline-6-carboxamide CN1N=CC(=C1)C1=CN=C(C2=CC(=C(C=C12)C(=O)N)OC(C)C)OC[C@H]1NC(CC1)=O